C(#N)C1(CC1)NS(=O)(=O)C1=CN2C(=CC=C2C(=C1)N1CCN(CC1)C(=O)N(C)C)C=1SC(=NN1)C(F)F 4-(6-(N-(1-cyanocyclopropyl)sulfamoyl)-3-(5-(difluoromethyl)-1,3,4-thiadiazol-2-yl)indolizin-8-yl)-N,N-dimethylpiperazine-1-carboxamide